OC=1C=C(C2=CC=CC=C2C1)N1CC=2N=C(N=C(C2CC1)N1C[C@H](N(C[C@@H]1C)C(=O)OC(C)(C)C)C)OC[C@H]1N(CCC1)C tert-butyl (2R,5S)-4-[7-(3-hydroxy-1-naphthyl)-2-[[(2S)-1-methylpyrrolidin-2-yl]methoxy]-6,8-dihydro-5H-pyrido[3,4-d]pyrimidin-4-yl]-2,5-dimethyl-piperazine-1-carboxylate